OC1CC(N(C1)C(C(C(C)C)N1N=NC(=C1)C1=CN=CO1)=O)C(=O)NC 4-hydroxy-N-methyl-1-[3-methyl-2-(4-oxazol-5-yl-triazol-1-yl)butyryl]pyrrolidine-2-carboxamide